Isopropyl-4-methylnicotinamide C(C)(C)C1=C(C(=O)N)C(=CC=N1)C